NCC1=CC=C(C=C1)N1CC(N(CC1)C)=O 4-(4-(aminomethyl)phenyl)-1-methylpiperazin-2-one